(S)-2-(3,4-dichlorophenyl)-N,N-dimethyl-2-(4-(4-(trifluoromethoxy)phenyl)-1H-pyrazol-1-yl)ethan-1-amine ClC=1C=C(C=CC1Cl)[C@@H](CN(C)C)N1N=CC(=C1)C1=CC=C(C=C1)OC(F)(F)F